C(C)(C)(C)OC(=O)N1CCC(CC1)N(C1=CC=C(C=C1)S(=O)(=O)C)C=1C=NC=CC1OC Tert-butyl-4-(N-(4-methoxy-3-pyridyl)-4-methylsulfonyl-anilino)piperidine-1-carboxylate